C(CCCCCCCCCCCCCCC)C(CC(C)C)(C)OC(CC(C)C)(CCCCCCCCCCCCCCCC)C hexadecyl-1,3-dimethylbutyl ether